6-(4-Carboxy-2,5-dihydroxybenzamido)pyridin C(=O)(O)C1=CC(=C(C(=O)NC2=CC=CC=N2)C=C1O)O